N[C@@H]1C[C@@H](CC1)OC=1C(=NC=CC1)C1=CC(=NN1)NC=1N=CC(=NC1)C#N 5-((5-(3-(((1R,3S)-3-aminocyclopentyl)oxy)pyridin-2-yl)-1H-pyrazol-3-yl)amino)pyrazine-2-carbonitrile